N-cyclopropyl-4-(6-(((3aR,5s,6aS)-2-((tetrahydro-2H-pyran-4-yl)methyl-d2)octahydrocyclopenta[c]pyrrol-5-yl)amino)pyridazin-3-yl)benzamide C1(CC1)NC(C1=CC=C(C=C1)C=1N=NC(=CC1)NC1C[C@@H]2[C@@H](CN(C2)C([2H])([2H])C2CCOCC2)C1)=O